ClC=1C(=NC(=CC1)[N+](=O)[O-])NC(CCCC)=O N-(3-chloro-6-nitropyridin-2-yl)pentanamide